2-amino-4,4,4-trifluorobutyric acid NC(C(=O)O)CC(F)(F)F